(m-butyloxyphenyl)triphenyl-boron C(CCC)OC=1C=C(C=CC1)C1=C(C=CC=C1)B(C1=CC=CC=C1)C1=CC=CC=C1